FS(C1=CC=C(C=C1)N[C@@H]1CC[C@H](CC1)S(=O)(=N)C1=CC=C(C=C1)C=1C=C2CC(NC2=CC1)=O)(F)(F)(F)F 5-(4-{[trans-4-{[4-(pentafluoro-λ6-sulfanyl)phenyl]Amino}cyclohexyl]sulfonimidoyl}phenyl)-2,3-dihydro-1H-indol-2-one